isopropoxythiazole-4-carboxylate C(C)(C)OC=1SC=C(N1)C(=O)[O-]